5-[4-(trifluoromethyl)phenoxy]Naphthalene-2-carboxamide FC(C1=CC=C(OC2=C3C=CC(=CC3=CC=C2)C(=O)N)C=C1)(F)F